trans-1,5-decalindione C1(CCC[C@@H]2C(CCC[C@@H]12)=O)=O